COC1=C(CNC2=NC(=NC=C2C(=O)N)NC=2C=NN(C2)CCO)C=CC=C1 4-((2-methoxybenzyl)amino)-2-((1-(2-hydroxyethyl)-1H-pyrazol-4-yl)amino)pyrimidin-5-carboxamide